dimethylphosphinoethane hexafluorophosphate salt F[P-](F)(F)(F)(F)F.CP(C)CC